CC(C)(C)C1=CC=CC=C1OP(=O)(OC2=CC=CC=C2C(C)(C)C)OC3=CC=CC=C3C(C)(C)C tri(tert-butylphenyl) phosphate